1-(phenylsulfonyl)-1H-indol-2-ylmethanone C1(=CC=CC=C1)S(=O)(=O)N1C(=CC2=CC=CC=C12)C=O